C(CCCCCCC)NCCCCS(=O)(=O)O 4-Octylaminobutane-1-sulfonic acid